O(C1=CC=CC=C1)C1=CC=C(C=C1)C=1N=C2N(NCCC2C2CCNCC2)C1 2-(4-phenoxyphenyl)-8-(piperidin-4-yl)-5,6,7,8-tetrahydroimidazo[1,2-b]Pyridazine